6-phenyl-6-(phenylseleno)hexanenitrile C1(=CC=CC=C1)C(CCCCC#N)[Se]C1=CC=CC=C1